OC(C)C=1C=CC(=NC1)CCOC1=CC=C(CC2C(NC(S2)=O)=O)C=C1 5-[4-[2-(5-(1-hydroxyethyl)-2-pyridyl)ethoxy]benzyl]-2,4-thiazolidinedione